Tert-butyl-(R)-3-((4-methyl-3-((1-(naphthalen-1-yl)ethyl)carbamoyl)phenyl)carbamoyl)azetidine-1-carboxylate C(C)(C)(C)OC(=O)N1CC(C1)C(NC1=CC(=C(C=C1)C)C(N[C@H](C)C1=CC=CC2=CC=CC=C12)=O)=O